3'-(2-hydroxy-1,2-oxaborol-4-yl)-4-methoxy-3-propoxy-[1,1'-biphenyl]-2-carbonitrile OB1OC=C(C1)C=1C=C(C=CC1)C=1C(=C(C(=CC1)OC)OCCC)C#N